ClC1=C(C(=C(C=C1OC)OC)Cl)C1=CC2=C(N=C(N=C2)SC)C(=N1)N1CCC(CC1)OC 6-(2,6-dichloro-3,5-dimethoxyphenyl)-8-(4-methoxypiperidin-1-yl)-2-(methylthio)pyrido[3,4-d]pyrimidine